Cl.O1C(CC1)CCNC(=O)C1CNC1 N-[2-(oxetan-2-yl)ethyl]azetidine-3-carboxamide hydrochloride